ClC1=C2C=C(NC2=C(C=C1)C(F)(F)F)C(=O)O 4-chloro-7-(trifluoromethyl)-1H-indole-2-carboxylic acid